rac-Methyl 5-bromo-2-((4-((tert-butoxycarbonyl)amino)pentyl)oxy)benzoate BrC=1C=CC(=C(C(=O)OC)C1)OCCC[C@@H](C)NC(=O)OC(C)(C)C |r|